CC(C)(C)S(=O)N=C1C(CC1)C1=CC(=CC=C1)[N+](=O)[O-] 2-methyl-N-(2-(3-nitrophenyl)cyclobutylidene)propane-2-sulfinamide